CC1=CC(=CN2C1=NC(=CC2=O)C2=CC1=CN(N=C1C=C2)C)C2CCNCC2 9-methyl-2-(2-methyl-2H-indazol-5-yl)-7-(piperidin-4-yl)-4H-pyrido[1,2-a]pyrimidin-4-one